maleimidyl malonate C(CC(=O)[O-])(=O)ON1C(C=CC1=O)=O